methyl N-{[(2S)-pyrrolidin-2-yl]methyl}-N-{1-[3-(trifluoromethoxy)phenyl]cyclobutyl}carbamate N1[C@@H](CCC1)CN(C(OC)=O)C1(CCC1)C1=CC(=CC=C1)OC(F)(F)F